2,2,3,3,4,4,5,5,6,6,7,7-dodecafluoro-1,8-octanediol FC(CO)(C(C(C(C(C(CO)(F)F)(F)F)(F)F)(F)F)(F)F)F